5-methyl-2-phenoxyaniline CC=1C=CC(=C(N)C1)OC1=CC=CC=C1